6-chloro-1-((3-(5-(3,5-difluorophenyl)-4,5-dihydro-1H-pyrazole-1-carbonyl)-bicyclo[1.1.1]pentan-1-yl)-methyl)-1H-indazole-5-carbonitrile ClC1=C(C=C2C=NN(C2=C1)CC12CC(C1)(C2)C(=O)N2N=CCC2C2=CC(=CC(=C2)F)F)C#N